N-(2,2-dimethyl)propionyloxy-phthalimide CC(C(=O)ON1C(C=2C(C1=O)=CC=CC2)=O)(C)C